3-heptene-2-one CC(C=CCCC)=O